(S)-Ethyl 1-(1-(6-chloro-2-iodo-5-(3-methoxypropoxy)pyridin-3-yl)-3,3-dimethylbutan-2-yl)-2-methyl-4-oxo-1,4-dihydropyridine-3-carboxylate ClC1=C(C=C(C(=N1)I)C[C@@H](C(C)(C)C)N1C(=C(C(C=C1)=O)C(=O)OCC)C)OCCCOC